C(C=C)NC(=O)C1=C(C(=CC=2N1N=CC2)C)NC(=O)C2=CC(=NN2C2=NC=CC=C2Cl)N2CC(C2)(F)F N-allyl-6-(1-(3-chloropyridin-2-yl)-3-(3,3-difluoroazetidin-1-yl)-1H-pyrazole-5-carboxamido)-5-methylpyrazolo[1,5-a]pyridine-7-carboxamide